FC1=C(C=CC(=C1)F)[C@](C(F)(F)C1=CC=C(C=N1)OC1=CC=C(C#N)C=C1)(CN1N=CNC1=S)O |r| 4-[[6-[rac-(2R)-2-(2,4-Difluorophenyl)-1,1-difluoro-2-hydroxy-3-(5-thioxo-4H-1,2,4-triazol-1-yl)propyl]-3-pyridyl]oxy]benzonitrile